4-[4-(4-hydroxybutyloxy)benzoyl]chalcone OCCCCOC1=CC=C(C(=O)C2=CC=C(C=C2)\C=C\C(=O)C2=CC=CC=C2)C=C1